(1S,2R,5R)-5-(4-Chlorobenzyl)-2-(chloromethyl)-2-methyl-1-(1H-1,2,4-triazole-1-ylmethyl)cyclopentanol ClC1=CC=C(C[C@H]2CC[C@@]([C@]2(O)CN2N=CN=C2)(C)CCl)C=C1